(3S)-3-methyl-1-[5-(1-phenyl-1H-pyrazol-4-yl)furan-2-carbonyl]piperazine C[C@H]1CN(CCN1)C(=O)C=1OC(=CC1)C=1C=NN(C1)C1=CC=CC=C1